7-amino-4-azaspiro[2.5]octane-4-carboxylic acid tert-butyl ester C(C)(C)(C)OC(=O)N1C2(CC2)CC(CC1)N